(2S)-10-(benzhydrylideneamino)-2-cyclopropyl-7-[(3,3-difluorocyclobutyl)methyl]-3,3,9-trifluoro-2,4-dihydro-1H-[1,4]oxazepino[2,3-c]quinolin-6-one C(C1=CC=CC=C1)(C1=CC=CC=C1)=NC1=CC=2C3=C(C(N(C2C=C1F)CC1CC(C1)(F)F)=O)OCC([C@@H](N3)C3CC3)(F)F